C1(CCC1)C1=NN(C=2C1=NC(=CC2CN2CCCC2)C=2C=C1CN(C(C1=CC2)=O)C2C(NC(CC2)=O)=O)C2OCCCC2 3-(5-(3-cyclobutyl-7-(pyrrolidin-1-ylmethyl)-1-(tetrahydro-2H-pyran-2-yl)-1H-pyrazolo[4,3-b]pyridin-5-yl)-1-oxoisoindolin-2-yl)piperidine-2,6-dione